C[Si](OCC)(C(C)CC)C di(methyl)sec-butyl-(ethoxy)silane